C(C)OC(CNC(C(=O)NC)=O)OCC N-(2,2-diethoxyethyl)-N'-methyl-oxalic acid diamide